((6-methylpyridin-2-yl)oxy)-2-amino-6-methylnicotinic acid benzyl ester C(C1=CC=CC=C1)OC(C1=C(N=C(C(=C1)OC1=NC(=CC=C1)C)C)N)=O